BrC1=CC2=C(N=C(N=C2)SC)N(C1=O)CC1=CC=C(C=C1)OC 6-Bromo-8-(4-methoxybenzyl)-2-(methylthio)pyrido[2,3-d]pyrimidin-7(8H)-one